F[C@@H]1[C@@H](C1)C(=O)O (1s,2S)-2-fluorocyclopropane-1-carboxylic acid